[Li].C(CCC#N)#N succinonitrile-lithium salt